2-methyl-2,4-pentane-diol CC(C)(CC(C)O)O